Tert-butyl (S)-(amino(oxo)(1H-pyrazol-5-yl)-sulfaneylidene)carbamate N[S@](C1=CC=NN1)(=O)=NC(OC(C)(C)C)=O